O1C(=NC2=C1C=CC=C2)N2CCC(CC2)N2C=CN(C1=CC(=CC=C21)F)C 1-(1-(benzo[d]oxazol-2-yl)piperidin-4-yl)-6-fluoro-4-methyl-1,4-dihydroquinoxaline